(R)-2-chloro-6-(4-ethylpiperazin-1-yl)-7-fluoro-N-(1-(3-nitro-5-(trifluoromethyl)phenyl)ethyl)quinazolin-4-amine ClC1=NC2=CC(=C(C=C2C(=N1)N[C@H](C)C1=CC(=CC(=C1)C(F)(F)F)[N+](=O)[O-])N1CCN(CC1)CC)F